C(=O)C1=C(O[C@@H](C(=O)NC2=NNC(=C2)[C@@H]2C[C@@H](CC2)N(C(O)=O)C2(CC2)C)C)C=C(C=C1O)OC.CC1=CC=C(C=C1)C=1N=CSC1 4-(4-methyl-phenyl)thiazole (1R,3S)-3-(3-((R)-2-(2-formyl-3-hydroxy-5-methoxyphenoxy)propanamido)-1H-pyrazol-5-yl)cyclopentyl-(1-methylcyclopropyl)carbamate